2-[6-methyl-3-(1,3-thiazol-4-yl)-1H,4H,5H,6H,7H-pyrazolo[4,3-c]pyridine-5-carbonyl]indolizine CC1CC2=C(CN1C(=O)C=1C=C3C=CC=CN3C1)C(=NN2)C=2N=CSC2